CC1=CC(=C(C(=C1)C)N2CCN(C2=[Ru](=CC3=CC=CC=C3OC(C)C(=O)C)(Cl)Cl)C4=C(C=C(C=C4C)C)C)C Dichloro[1,3-bis(2,4,6-trimethylphenyl)-2-imidazolidinylidene]{[2-(1-methylacetoxy)phenyl]methylene}ruthenium(II)